6-(5-amino-1-((1r,4R)-4-hydroxycyclohexyl)-1H-pyrazol-4-yl)-4-((R)-1-(5-fluoropyridin-2-yl)-ethoxy)pyrazolo[1,5-a]pyridine-3-carbonitrile NC1=C(C=NN1C1CCC(CC1)O)C=1C=C(C=2N(C1)N=CC2C#N)O[C@H](C)C2=NC=C(C=C2)F